N1CC12C(CCC2)=O azaspiro[2.4]heptan-4-one